ClC1=C(C=CC=C1N1C(NC2=C(C1=O)C=CC(=N2)Cl)=O)NC(=O)C2=C(N=C1N(C2=O)CCCC1)O N-(2-chloro-3-(7-chloro-2,4-dioxo-1,2-dihydropyrido[2,3-d]pyrimidine-3(4H)-yl)phenyl)-2-hydroxy-4-oxo-6,7,8,9-tetrahydro-4H-pyrido[1,2-a]pyrimidine-3-carboxamide